ClC=1C=C2C(=C3C1NC(NC31CCCCC1)=O)OC(=N2)CN2CC(N(CC2)CC)=O 5-chloro-2-[(4-ethyl-3-oxopiperazin-1-yl)methyl]-7,8-dihydro-6H-spiro[[1,3]oxazolo[5,4-f]quinazoline-9,1'-cyclohexane]-7-one